1-((4-Cyanophenyl)sulfonyl)-3,5-dimethyl-4-tosyl-1H-pyrazole C(#N)C1=CC=C(C=C1)S(=O)(=O)N1N=C(C(=C1C)S(=O)(=O)C1=CC=C(C)C=C1)C